N-((4,6-dimethyl-2-oxo-1,2-dihydropyridin-3-yl)methyl)-3-(((1r,4r)-4-(dimethylamino)cyclohexyl)(ethyl)amino)-2-methyl-5-(1-methyl-1H-imidazol-2-yl)benzamide TFA Salt OC(=O)C(F)(F)F.CC1=C(C(NC(=C1)C)=O)CNC(C1=C(C(=CC(=C1)C=1N(C=CN1)C)N(CC)C1CCC(CC1)N(C)C)C)=O